tert-butyl (2S,3R)-3-[tert-butyl(dimethyl)silyl]oxy-2-[(3-chloro-4-fluoro-phenyl)-methyl-carbamoyl]-5-oxo-pyrrolidine-1-carboxylate [Si](C)(C)(C(C)(C)C)O[C@H]1[C@H](N(C(C1)=O)C(=O)OC(C)(C)C)C(N(C)C1=CC(=C(C=C1)F)Cl)=O